azetidin-1-yl(4-(3-(piperidine-1-carbonyl)pyrazolo[1,5-a]pyridin-7-yl)phenyl)methanone N1(CCC1)C(=O)C1=CC=C(C=C1)C1=CC=CC=2N1N=CC2C(=O)N2CCCCC2